C(C)OCCCC(=O)N(CCCC)CCCC 4-ethoxy-N,N-dibutylbutanamide